COCCOCCOCCOC 1-[2-(2-methoxyethoxy)ethoxy]-2-methoxyethane